Isopropyl 6-fluoro-4-[(4-methyloxan-4-yl)carbonyl]-3,5-dihydro-2H-1,4-benzoxazepine-8-carboxylate FC1=CC(=CC2=C1CN(CCO2)C(=O)C2(CCOCC2)C)C(=O)OC(C)C